2-ethynyl-5-(2-(3-pyridyl)-1,2,3,6-tetrahydropyridin-4-yl)Pyridine C(#C)C1=NC=C(C=C1)C=1CC(NCC1)C=1C=NC=CC1